NC1=C2C(=NC=N1)N(N=C2C=2NC1=CC(=CC=C1C2)C(=O)NC)C(C)(C)C 2-(4-amino-1-(tert-butyl)-1H-pyrazolo[3,4-d]pyrimidin-3-yl)-N-methyl-1H-indole-6-carboxamide